methyl 4-(bromomethyl)-3-cyclopropoxybenzoate BrCC1=C(C=C(C(=O)OC)C=C1)OC1CC1